(3S)-3-{[2-(2-methoxyphenyl)[1,2,4]triazolo[1,5-c]quinazolin-5-yl]amino}azepin-2-one bis(1,2,2,6,6-pentamethylpiperidin-4-yl)-n-butyl-3,5-di-tert-butyl-4-hydroxybenzylmalonate CN1C(CC(CC1(C)C)C(C1=CC(=C(C(=C1)C(C)(C)C)O)C(C)(C)C)(C(C(=O)O)(C(=O)O)CCCC)C1CC(N(C(C1)(C)C)C)(C)C)(C)C.COC1=C(C=CC=C1)C1=NN2C(=NC=3C=CC=CC3C2=N1)NC=1C(N=CC=CC1)=O